ClC1=CN=C2N1N=C(C=C2[C@@H]2[C@H](C2)C(C)C)C=2C(NC(NC2)=O)=O 5-(3-Chloro-8-((1S,2R)-2-isopropylcyclopropyl)imidazo[1,2-b]pyridazin-6-yl)pyrimidine-2,4(1H,3H)-dione